(2Z,8E)-Farnesol OC\C=C(\C)/CCC=C(C)CCC=C(C)C